N-{3-[(3R,4S)-3-fluoro-4-methoxy-piperidin-1-yl]-1,2,4-triazin-5-yl}-8-[(2R,3S)-3-(methanesulfonyl-methyl)-2-methylazetidin-1-yl]-5-(propan-2-yl)isoquinolin-3-amine F[C@@H]1CN(CC[C@@H]1OC)C=1N=NC=C(N1)NC=1N=CC2=C(C=CC(=C2C1)C(C)C)N1[C@@H]([C@H](C1)CS(=O)(=O)C)C